CN1C=2N(C3=C(C=C(C=C3C1=O)C)C(C)NC1=C(C(=O)N)C=C(C=C1)F)C=NC2C2CCNCC2 2-((1-(4,7-dimethyl-5-oxo-3-(piperidin-4-yl)-4,5-dihydroimidazo[1,5-a]quinazolin-9-yl)ethyl)amino)-5-fluorobenzamide